ClC=1N=CC(=NC1)CN1CC=C(C=C1C1(COCC1)OC)C N-((5-Chloropyrazin-2-yl)methyl)-6-(3-methoxytetrahydrofuran-3-yl)-4-methylpyridine